ditolyl-molybdenum C1(=C(C=CC=C1)[Mo]C1=C(C=CC=C1)C)C